2-[2-[2-[3-[[(4S)-4-Fmoc-amino-5-tert-butoxy-5-oxo-pentanoyl]amino]propylcarbamoylamino]ethoxy]ethoxy]acetic acid C(=O)(OCC1C2=CC=CC=C2C2=CC=CC=C12)[C@H](CC(C(=O)NCCCNC(=O)NCCOCCOCC(=O)O)N)C(=O)OC(C)(C)C